ethyl 2-({6-[(1,3-benzothiazol-2-yl) amino]-5-methylpyridazin-3-yl} (methyl) amino)-5-(1-methylpiperidin-4-yl)-1,3-thiazole-4-carboxylate S1C(=NC2=C1C=CC=C2)NC2=C(C=C(N=N2)N(C=2SC(=C(N2)C(=O)OCC)C2CCN(CC2)C)C)C